FC1=C(C=CC(=C1)S(N)(=O)=O)S(=O)(=O)C1CCN(CC1)C(=O)OC(C)(C)C tert-Butyl 4-(2-fluoro-4-sulfamoylphenyl)sulfonylpiperidine-1-carboxylate